O=C1NC(CCC1N1C(C2=CC=C(C=C2C1)C1(CCN(CC1)CC1CCN(CC1)C(=O)N(C)C)O)=O)=O 4-((4-(2-(2,6-dioxopiperidin-3-yl)-1-oxoisoindolin-5-yl)-4-hydroxypiperidin-1-yl)methyl)-N,N-dimethylpiperidine-1-carboxamide